OCCN1CCN(CC1)CCS(=O)(=O)O 2-(4-(2-Hydroxyethyl)-1-piperazinyl)ethanesulfonic acid